tert-butyl (3R)-3-[6-[2-cyano-6-fluoro-3-[[(3R)-3-fluoropyrrolidin-1-yl]sulfamoylamino]phenoxy]-4-oxo-quinazolin-3-yl]-1-oxa-8-azaspiro[4.5]decane-8-carboxylate C(#N)C1=C(OC=2C=C3C(N(C=NC3=CC2)[C@H]2COC3(C2)CCN(CC3)C(=O)OC(C)(C)C)=O)C(=CC=C1NS(NN1C[C@@H](CC1)F)(=O)=O)F